C1(CC1)C(=O)NC1=C(C=C(C=N1)C#CC=1C(=CC(=C(C(=O)NC2=CC(=C(C=C2)CN2CCN(CC2)C)C(F)(F)F)C1)F)C)C 5-((6-(cyclopropanecarboxamido)-5-methylpyridin-3-yl)ethynyl)-2-fluoro-4-methyl-N-(4-((4-methylpiperazine-1-yl)methyl)-3-(trifluoromethyl)phenyl)benzamide